ClC=1C=C2C=C(C=NC2=NC1)NC(OC(C)(C)C)=O tert-butyl (6-chloro-1,8-naphthyridin-3-yl)carbamate